tert-butyl (4-(1H-pyrazol-3-yl)cyclohex-3-en-1-yl)carbamate N1N=C(C=C1)C1=CCC(CC1)NC(OC(C)(C)C)=O